COC(C(=O)O)(C)C 2-METHOXY-2-METHYLPROPANOIC ACID